NC1=C(C(=NN1C(C(F)(F)F)C)C1=CC=C(C=C1)NC(C1=C(C=CC(=C1)F)OC([2H])([2H])[2H])=O)C#N N-(4-(5-amino-4-cyano-1-(1,1,1-trifluoropropan-2-yl)-1H-pyrazole-3-yl)phenyl)-5-fluoro-2-(methoxy-d3)benzamide